5-carboxy-N-(3-methoxypropyl)-N,N-dimethylpentan-1-aminium Chloride [Cl-].C(=O)(O)CCCCC[N+](C)(C)CCCOC